8-(3,3,3-trifluoro-2,2-dimethylpropyl)pyrido[2,3-d]pyrimidin-7(8H)-one FC(C(CN1C(C=CC2=C1N=CN=C2)=O)(C)C)(F)F